N-(pyrimidine-2-yl)coumarin-7-amine N1=C(N=CC=C1)NC1=CC=C2C=CC(OC2=C1)=O